C(C1=CC=CC=C1)[C@H]1N(CCN(C1)S(=O)(=O)C)C=1C=C2C(=CN1)N(N=C2C)C=2C(=C(C(=CC2)Cl)O)F (R)-3-(5-(2-Benzyl-4-(methylsulfonyl)piperazin-1-yl)-3-methyl-1H-pyrazolo[3,4-c]pyridin-1-yl)-6-chloro-2-fluorophenol